BrC=1C=C2C(=NN(C(C2=CC1)=O)CC(=O)NC1=NC=NC=C1F)OC(F)(F)F 2-(6-bromo-1-oxo-4-(trifluoromethoxy)phthalazin-2(1H)-yl)-N-(5-fluoropyrimidin-4-yl)acetamide